4-(2-(2-(5-fluoropyridin-3-yl)-7-isopropyl-7H-pyrrolo[2,3-d]pyrimidin-4-ylamino)ethyl)phenol FC=1C=C(C=NC1)C=1N=C(C2=C(N1)N(C=C2)C(C)C)NCCC2=CC=C(C=C2)O